FC1(C(C1)C1=CC=CC(=N1)C(=O)NC=1C(=C(C=2N(C1)C=C(N2)C2CCN(CC2)C(C)C2CN(C2)C(=O)OC(C)(C)C)F)C(C)(C)O)F tert-butyl 3-(1-(4-(6-(6-(2,2-difluorocyclopropyl)pyridinecarboxamido)-8-fluoro-7-(2-hydroxypropan-2-yl)imidazo[1,2-a]pyridin-2-yl)piperidin-1-yl)ethyl)azetidine-1-carboxylate